C1(CC1)C1=NC=2N(C=C1)N=CC2C(=O)NC2=CC(=C(C=C2)OC)C2=NN(C=N2)C 5-cyclopropyl-N-(4-methoxy-3-(1-methyl-1H-1,2,4-triazol-3-yl)phenyl)pyrazolo[1,5-a]pyrimidine-3-carboxamide